[N+](=O)([O-])N(C([O-])=O)CC1=CC=CC=C1 Nitrobenzylcarbamat